Cl.N[C@@H]1C(N(C2=C(OC1)C=CC(=C2)OCC(=O)NC2CC2)C)=O (S)-2-((3-amino-5-methyl-4-oxo-2,3,4,5-tetrahydrobenzo[b][1,4]oxazepin-7-yl)oxy)-N-cyclopropylacetamide hydrochloride